(2R,5S)-tert-butyl 2-(2-bromobenzo[d]thiazol-5-yl)-5-methylpiperidine-1-carboxylate BrC=1SC2=C(N1)C=C(C=C2)[C@@H]2N(C[C@H](CC2)C)C(=O)OC(C)(C)C